C(C)N1C=NC2=NC(=C(C=C21)C(=O)OC)OC methyl 1-ethyl-5-methoxy-1H-imidazo[4,5-b]pyridine-6-carboxylate